(5-bromopentyl)naphthalene tert-butyl-(S)-2-(6-(3-methyl-1H-pyrrolo[2,3-b]pyridin-5-yl)-2-(2-(methoxymethyl)pyridin-4-yl)-1,2,3,4-tetrahydroisoquinolin-8-yl)pyrrolidine-1-carboxylate C(C)(C)(C)OC(=O)N1[C@@H](CCC1)C=1C=C(C=C2CCN(CC12)C1=CC(=NC=C1)COC)C=1C=C2C(=NC1)NC=C2C.BrCCCCCC2=CC=CC1=CC=CC=C21